ethyl 2-(5-(1-ethoxy vinyl)-4-isobutoxy-3-isopropyl-6-oxopyridazin-1(6H)-yl)acetate C(C)OC(=C)C1=C(C(=NN(C1=O)CC(=O)OCC)C(C)C)OCC(C)C